5-iodo-1-propyl-1H-1,2,3-triazole IC1=CN=NN1CCC